tert-butyl (4-(1-benzoylpyrrolidin-3-yl)butyl)carbamate C(C1=CC=CC=C1)(=O)N1CC(CC1)CCCCNC(OC(C)(C)C)=O